4-((3s,5s)-3-((tert-butoxycarbonyl)amino)-5-hydroxypiperidin-1-yl)-5-fluoro-2,3-dimethyl-1H-indole-7-carboxylic acid C(C)(C)(C)OC(=O)N[C@@H]1CN(C[C@H](C1)O)C1=C2C(=C(NC2=C(C=C1F)C(=O)O)C)C